tert-butyl (R)-3-(3-hydroxypropoxy)azepane-1-carboxylate OCCCO[C@H]1CN(CCCC1)C(=O)OC(C)(C)C